3,4-diphenyl-thiazole C1(=CC=CC=C1)N1CSC=C1C1=CC=CC=C1